ClC1=NC=C(C(=N1)C1=NN(C=C1)C1=CC=C(C=C1)F)F 2-chloro-5-fluoro-4-[1-(4-fluorophenyl)pyrazol-3-yl]pyrimidine